(Z)-4-((2-aminomethyl-3-fluoroallyl)oxy)-N-(2,3-dihydrobenzo[b][1,4]dioxin-6-yl)benzamide trifluoroacetate FC(C(=O)O)(F)F.NC/C(/COC1=CC=C(C(=O)NC2=CC3=C(OCCO3)C=C2)C=C1)=C/F